2-[(Dimethoxyphosphoryl)oxy]ethyl acrylate C(C=C)(=O)OCCOP(=O)(OC)OC